C1=C(C=CC2=CC=CC=C12)CN1CC=CC=C1 1-(naphthalen-2-ylmethyl)pyridine